NC1=NC=CC=C1C1=NC=2C(=NC(=CC2)C2=CC=CC=C2)N1C=1C=CC(=NC1)NC(=O)C1=CC=C(C(=O)O)C=C1 4-((5-(2-(2-aminopyridin-3-yl)-5-phenyl-3H-imidazo[4,5-b]pyridin-3-yl)pyridin-2-yl)carbamoyl)benzoic acid